3-difluoromethyl-1-methyl-1H-pyrazole-4-carboxylic acid methyl ester COC(=O)C=1C(=NN(C1)C)C(F)F